C1(CCCCC1)COC=1C=C(C=CC1OCCCN1CCCCC1)NC1=NC=CC(=N1)NC=1C=NC2=CC=CC=C2C1 2-[3-(cyclohexylmethoxy)-4-(3-piperidinopropoxy)phenylamino]-4-(3-quinolylamino)pyrimidine